N-(5-(4-(4-((5-amino-7-(butylamino)-2H-pyrazolo[4,3-d]pyrimidin-2-yl)methyl)-3-methoxyphenyl)piperazin-1-yl)-4,4-dimethyl-5-oxopentyl)stearamide NC=1N=C(C=2C(N1)=CN(N2)CC2=C(C=C(C=C2)N2CCN(CC2)C(C(CCCNC(CCCCCCCCCCCCCCCCC)=O)(C)C)=O)OC)NCCCC